OC1=CC=C(C[C@@H]2NC(OC2=O)=O)C=C1 (S)-4-(4-hydroxybenzyl)oxazolidine-2,5-dione